6-((3-(5-(3,5-difluoropyridin-2-yl)-4,5-dihydro-1H-pyrazole-1-carbonyl)bicyclo-[1.1.1]pentan-1-yl)methoxy)-nicotinonitrile FC=1C(=NC=C(C1)F)C1CC=NN1C(=O)C12CC(C1)(C2)COC2=NC=C(C#N)C=C2